C(CCCCCCCC(=O)OCCOCCOCCCC)(=O)OCCOCCOCCCC bis(2-butoxyethoxyethyl) azelate